ClC1=C(C(=O)NC2=C(C=CC=C2)C=2SCC(N2)CC)C=CC=N1 2-chloro-N-(2-(4-ethyl-4,5-dihydrothiazol-2-yl)phenyl)nicotinamide